ClC=1C(=C(C=CC1)CNC(CN(C(CN1N=C(C2=CC(=CC=C12)NC(=O)N(C)C)C(=O)N)=O)C1CC1)=O)F 1-(2-((2-((3-chloro-2-fluorophenylmethyl)amino)-2-oxoethyl)(cyclopropyl)amino)-2-oxoethyl)-5-(3,3-dimethylureido)-1H-indazole-3-carboxamide